BrC=1C(=NC(=NC1)NC1=C(C=C(C(=C1)C=1C=NN(C1)C)N1CCC(CC1)N1CCNCC1)OC1CC1)NC1=C(C=C(C=C1)F)P(C)(C)=O (2-((5-bromo-2-((2-cyclopropyloxy-5-(1-methyl-1H-pyrazol-4-yl)-4-(4-(piperazine-1-yl)piperidin-1-yl)phenyl)amino)pyrimidin-4-yl)amino)-5-fluorophenyl)dimethylphosphine oxide